N-[3-[(2S)-6-(difluoromethoxy)-2-methyl-3,4-dihydro-2H-1,4-benzoxazin-7-yl]-1H-pyrazol-4-yl]Pyrazolo[1,5-a]Pyrimidine-3-carboxamide FC(OC=1C(=CC2=C(NC[C@@H](O2)C)C1)C1=NNC=C1NC(=O)C=1C=NN2C1N=CC=C2)F